C(C1=CC=CC=C1)C=1CC(NC(C1)(CCCC)Br)=O 4-benzyl-6-bromo-6-but-1-yl-pyridin-2(1H)-one